FC(S(=O)(=O)OCC(F)F)(F)F 2,2-Difluoroethyl trifluoromethanesulfonate